N-(3-fluoro-4-(4-methylpiperazin-1-yl)phenyl)-4-(3-(methyl-amino)phenoxy)-7H-pyrrolo[2,3-d]pyrimidin-2-amine FC=1C=C(C=CC1N1CCN(CC1)C)NC=1N=C(C2=C(N1)NC=C2)OC2=CC(=CC=C2)NC